(1-(3,5-difluorophenyl)ethyl)-3-(5-(piperidin-4-ylmethyl)-1,4,5,6-tetrahydropyrrolo[3,4-d]imidazol-2-yl)-1H-indazol-5-amine FC=1C=C(C=C(C1)F)C(C)N1N=C(C2=CC(=CC=C12)N)C1=NC2=C(N1)CN(C2)CC2CCNCC2